4-((2-((4-Cyanophenyl)amino)-6-(pyridine-4-ylmethyl)-5,6,7,8-tetrahydropyrido[4,3-d]pyrimidine-4-yl)oxy)-3,5-dimethylbenzonitrile C(#N)C1=CC=C(C=C1)NC=1N=C(C2=C(N1)CCN(C2)CC2=CC=NC=C2)OC2=C(C=C(C#N)C=C2C)C